(E)-1-(4-chlorophenyl)-3-(3,4-difluorophenyl)prop-2-en-1-one ClC1=CC=C(C=C1)C(\C=C\C1=CC(=C(C=C1)F)F)=O